6-(2-(methylsulfonyl)pyrimidin-5-yl)-5-hexynoic acid CS(=O)(=O)C1=NC=C(C=N1)C#CCCCC(=O)O